3-(2-amino-9-(difluoro-4-nitrobenzyl)-9H-purin-6-yl)-2-fluorobenzonitrile NC1=NC(=C2N=CN(C2=N1)C(C1=CC=C(C=C1)[N+](=O)[O-])(F)F)C=1C(=C(C#N)C=CC1)F